(2S,5S)-1-tert-butyl 2-methyl 5-hydroxypiperidine-1,2-dicarboxylate O[C@H]1CC[C@H](N(C1)C(=O)OC(C)(C)C)C(=O)OC